IC(CC)N1N=CC=C1 1-iodopropyl-1H-pyrazol